COCOC=1C=C2C=CC=3OCCC3C2=C(C1)B1OC(C(O1)(C)C)(C)C 2-(7-(methoxymethoxy)-1,2-dihydronaphtho[2,1-b]furan-9-yl)-4,4,5,5-tetramethyl-1,3,2-dioxaborolane